C(C)C1=CC=CC2=CC=CC=C12 ethyl-naphthalene